F[C@@H]1[C@@H](CN(CC1)CC1=C2C(=NC(=C1)C(=O)O)C(CO2)(C)C)C 7-(((3R,4S)-4-fluoro-3-methylpiperidin-1-yl)methyl)-3,3-dimethyl-2,3-dihydrofuro[3,2-b]pyridine-5-carboxylic acid